(2,2'-bipyridine)fumaronitrile palladium(0) [Pd].N1=C(C(=CC=C1)\C(=C/C#N)\C#N)C1=NC=CC=C1